CC1CC(C1)CS(=O)(=O)Cl (3-methylcyclobutyl)meth-anesulfonyl chloride